3,6-di(thien-2-yl)pyrrolo[3,4-c]pyrrole-1,4(2H,5H)-dione S1C(=CC=C1)C=1NC(C2=C(NC(C21)=O)C=2SC=CC2)=O